3,3,4,4-tetrafluoro-1,2-bis(perfluorobut-2-yl)cyclobut-1-ene FC1(C(=C(C1(F)F)C(C(F)(F)F)(C(C(F)(F)F)(F)F)F)C(C(F)(F)F)(C(C(F)(F)F)(F)F)F)F